(1R,5S)-3-((toluenesulfonyloxy)methyl)-8-Azabicyclo[3.2.1]octane-8-carboxylate C(C1=CC=CC=C1)S(=O)(=O)OCC1C[C@H]2CC[C@@H](C1)N2C(=O)[O-]